stearyl-dimethyl-benzyl-ammonium iodide [I-].C(CCCCCCCCCCCCCCCCC)[N+](CC1=CC=CC=C1)(C)C